FC1=CC=C(C=C1)[C@@H](CCO)NC(=O)C1=NN2C(C(NC(=C2)C=2C=NC3=CC=CC(=C3C2)C)=O)=C1C(C)C N-[(1R)-1-(4-Fluorophenyl)-3-hydroxypropyl]-6-(5-methylquinolin-3-yl)-4-oxo-3-(propan-2-yl)-4,5-dihydropyrazolo[1,5-a]pyrazine-2-carboxamide